COC(=O)[C@H]1[C@H](CCCC1)C(=O)OC.FC1=CC=C(C(=O)NN=CC2=C(C(=CC=C2)OC)O)C=C1 4-fluoro-N'-(2-hydroxy-3-methoxybenzylidene)benzoylhydrazine cis-dimethyl-1,2-cyclohexanedicarboxylate